ClC=1C=C(C=CC1)[C@@H]1[C@H](C1)C(=O)NC1=NC=NC(=C1)NCC1=NN2C(C=C(C=C2N2C(CCC2)=O)C2CC2)=C1 (1S,2S)-2-(3-chlorophenyl)-N-(6-(((5-cyclopropyl-7-(2-oxopyrrolidin-1-yl)pyrazolo[1,5-a]pyridin-2-yl)methyl)amino)pyrimidin-4-yl)cyclopropane-1-carboxamide